ClC1=CC(=C(OCCC(=O)OCC)C=C1)[C@@H]1[C@H](C1)C(NC1=NC=NC(=C1)NCC=1N=C2N(C=C(C=C2)C2CC2)C1)=O |r| rac-ethyl 3-(4-chloro-2-((1S*,2S*)-2-((6-(((6-cyclopropylimidazo[1,2-a]pyridin-2-yl)methyl)amino)pyrimidin-4-yl)carbamoyl)cyclopropyl)phenoxy)propanoate